(3,5-diaminophenyl)dimethylphosphine oxide NC=1C=C(C=C(C1)N)P(C)(C)=O